C(C)(C)C1=C(C=CC=C1)C=1N=CC2=C(N1)C(=CN2C)CC2=CC=C(C=C2)C=2N(C=C(N2)C(F)(F)F)C (2-isopropylphenyl)-5-methyl-7-(4-(1-methyl-4-(trifluoromethyl)-1H-imidazol-2-yl)benzyl)-5H-pyrrolo[3,2-d]pyrimidine